C(C)OC(=O)C1=C(C2=C(CCO2)C(=C1)O)[N+](=O)[O-] 4-hydroxy-7-nitro-2,3-dihydrobenzofuran-6-carboxylic acid ethyl ester